2-bromo-1,4-benzenedicarboxylate BrC1=C(C=CC(=C1)C(=O)[O-])C(=O)[O-]